(R,Z)-1-((3',5-dibromo-[1,1'-biphenyl]-2-yl)sulfonyl)-4-fluoro-N-(4-(methylsulfonyl)but-3-en-2-yl)piperidine-4-carboxamide BrC=1C=C(C=CC1)C1=C(C=CC(=C1)Br)S(=O)(=O)N1CCC(CC1)(C(=O)N[C@H](C)\C=C/S(=O)(=O)C)F